(3-chloro-4-fluorophenyl)(4-(methyl-sulfonyl)-1-((2-(trimethylsilyl)ethoxy)methyl)-1H-imidazol-2-yl)methanol ClC=1C=C(C=CC1F)C(O)C=1N(C=C(N1)S(=O)(=O)C)COCC[Si](C)(C)C